tert-butyl 4-(2-methyl-4-(4,4,5,5-tetramethyl-1,3,2-dioxaborolan-2-yl)benzyl)-3-oxopiperazine-1-carboxylate CC1=C(CN2C(CN(CC2)C(=O)OC(C)(C)C)=O)C=CC(=C1)B1OC(C(O1)(C)C)(C)C